2-chloro-1-(4-(1-methyl-6-((5-(3-(4-(trifluoromethyl)phenyl)-1,2,4-oxadiazol-5-yl)pyrazin-2-yl)oxy)-1H-indol-2-carbonyl)piperazin-1-yl)ethanone ClCC(=O)N1CCN(CC1)C(=O)C=1N(C2=CC(=CC=C2C1)OC1=NC=C(N=C1)C1=NC(=NO1)C1=CC=C(C=C1)C(F)(F)F)C